P1(OC2=C(C=C(C=C2C(C)(C)C)C)CC2=C(C(=CC(=C2)C)C(C)(C)C)O1)OC1=C(C=C(C=C1)C)C(C)(C)C methylenebis(4-methyl-6-tert-butylphenyl) (2-tert-butyl-4-methylphenyl) phosphite